spiro[2.2]pentane-1-carbonitrile C1(CC12CC2)C#N